2,5-bis(isocyanatomethyl)Tetrahydrothiophene N(=C=O)CC1SC(CC1)CN=C=O